3-Butyl-2-phenylquinoline 1-oxide C(CCC)C=1C(=[N+](C2=CC=CC=C2C1)[O-])C1=CC=CC=C1